6-Methoxy-3,3-dimethyl-2,3-dihydrobenzofuran COC1=CC2=C(C(CO2)(C)C)C=C1